CN1C(N(C2=NC(=NC=C12)NC=1C(=CC=2N(C1)N=CN2)C)C21CC3C(C(CC(C2)C3)C1)=O)=O 7-methyl-2-((7-methyl-[1,2,4]triazolo[1,5-a]pyridin-6-yl)amino)-9-(4-oxoadamantan-1-yl)-7,9-dihydro-8H-purin-8-one